2-{(3R)-3-[(3,3-difluorocyclobutyl)methoxy][1,4'-bipiperidin]-1'-yl}-N-[(3,5-difluoropyridin-2-yl)methyl]-1,3-thiazole-5-carboxamide FC1(CC(C1)CO[C@H]1CN(CCC1)C1CCN(CC1)C=1SC(=CN1)C(=O)NCC1=NC=C(C=C1F)F)F